isoferulic acid hemi-piperazine salt N1CCNCC1.C(\C=C\C1=CC(O)=C(OC)C=C1)(=O)O.C(\C=C\C1=CC(O)=C(OC)C=C1)(=O)O